CN(CCNC(=O)OCC=1C=C(C=CC1)C1=NC=CC(=N1)COC1=C(C=CC=C1)CCC(=O)O)C 3-{2-[(2-{3-[({[2-(dimethylamino)ethyl]carbamoyl}oxy)methyl]phenyl}pyrimidin-4-yl)methoxy]phenyl}propanoic acid